ClC=1C=C2C(=C(C(=NC2=CC1)C)S(=O)(=O)Cl)O 6-chloro-4-hydroxy-2-methyl-quinoline-3-sulfonyl chloride